NC1=NC(=C2N=CN(C2=N1)CC(=O)NC1=CC(=NN1CC)C)N1CCC(CC1)C1=CC=CC=C1 2-(2-amino-6-(4-phenylpiperidin-1-yl)-9H-purin-9-yl)-N-(1-ethyl-3-methyl-1H-pyrazol-5-yl)acetamide